(2R)-2-[6-(5-Chloro-2-{[(1S,3S)-3-hydroxycyclopentyl]amino}pyrimidin-4-yl)-1-oxo-2,3-dihydro-1H-isoindol-2-yl]-N-[(1S)-1-(3-fluoro-5-methoxyphenyl)-2-hydroxyethyl]propanamid ClC=1C(=NC(=NC1)N[C@@H]1C[C@H](CC1)O)C1=CC=C2CN(C(C2=C1)=O)[C@@H](C(=O)N[C@H](CO)C1=CC(=CC(=C1)OC)F)C